ClC1=CC=C2C(=N1)N=C(O2)N2CCOCC2 5-chloro-2-morpholinyl-oxazolo[4,5-b]pyridine